N-(4,5-Dimethoxy-2-((4-(2-(N-((2,3-dihydrobenzofuran-5-yl)methyl)amino)ethyl)phenyl)carbamoyl)phenyl)-4-oxo-4H-chromene-2-carboxamide COC1=CC(=C(C=C1OC)NC(=O)C=1OC2=CC=CC=C2C(C1)=O)C(NC1=CC=C(C=C1)CCNCC=1C=CC2=C(CCO2)C1)=O